2-chloro-6-[3-[dideuterio-(2,2,3,3-tetramethylcyclopropyl)methoxy]Pyrazol-1-yl]Pyridine-3-carboxylic acid ClC1=NC(=CC=C1C(=O)O)N1N=C(C=C1)OC(C1C(C1(C)C)(C)C)([2H])[2H]